tetradecyldi-n-propyl(3-triethoxysilylpropyl)ammonium chloride [Cl-].C(CCCCCCCCCCCCC)[N+](CCC[Si](OCC)(OCC)OCC)(CCC)CCC